C(C1=CC=CC=C1)OC1(C2=NN=C(C=3C(=CC(=C(N4CCC[C@H]4CC=CCC1)N3)C(=C)C)[N+](=O)[O-])O2)C(F)(F)F (12S)-6-(Benzyloxy)-20-nitro-18-(prop-1-en-2-yl)-6-(trifluoromethyl)-22-oxa-3,4,16,21-tetraazatetracyclo[15.3.1.12,5.012,16]docosa-1(21),2,4,9,17,19-hexaene